NC1=C2C(=NC=N1)N(N=C2C2=CC=C(C=C2)OC2=CC=CC=C2)C2CCN(CC2)C(=O)N2CCC(CC2)CN2CCN(CC2)C=2C=C1CN(C(C1=CC2)=O)C2C(NC(CC2)=O)=O 3-(5-(4-((1-(4-(4-amino-3-(4-phenoxyphenyl)-1H-pyrazolo(3,4-d)pyrimidin-1-yl)piperidine-1-carbonyl)piperidin-4-yl)methyl)piperazin-1-yl)-1-oxoisoindolin-2-yl)piperidine-2,6-dione